(10H-phenothiazin-10-yl)-2-(tricosan-12-yl)-1H-benzo[de]isoquinoline-1,3(2H)-dione C1=CC=CC=2SC3=CC=CC=C3N(C12)C1=CC=C2C3=C1C(N(C(C3=CC=C2)=O)C(CCCCCCCCCCC)CCCCCCCCCCC)=O